C(C(=O)C)(=O)CC(C(=O)O)=O.BrC1=CC=C(C=C1)N1N=C(C(=C1)[C@@H]1O[C@@H](C(N1CCC1=CC2=C(NC(N2)=O)C=C1)=O)C)C1=CSC=C1 (2S,5R)-2-(1-(4-bromophenyl)-3-(thiophen-3-yl)-1H-pyrazol-4-yl)-5-methyl-3-(2-(2-oxo-2,3-dihydro-1H-benzo[d]imidazol-5-yl)ethyl)oxazolidin-4-one pyruvyl-pyruvate